C(C)(C)C1=CN(C2=CC=C(C=C12)C(=O)O)C1=CC=C(C=C1)C(F)(F)F 3-isopropyl-1-[4-(trifluoromethyl)phenyl]indole-5-carboxylic acid